(R)-N-((R)-cyclopropyl-(2-fluoro-4-(trifluoromethyl)phenyl)methyl)pyrrolidine-2-carboxamide C1(CC1)[C@@H](NC(=O)[C@@H]1NCCC1)C1=C(C=C(C=C1)C(F)(F)F)F